C\C(=C/CCC(C)OC(C)=O)\CCC=C(C)C acetic acid (E)-6,10-dimethylundecan-5,9-dien-2-yl ester